C(N)(=O)C=1C=C(C(=O)OC)C=CC1I methyl 3-carbamoyl-4-iodobenzoate